C(C)(=O)O[C@H]1[C@@H](O[C@@H]([C@H]1OC(C)=O)COC(C)=O)[N+]1=CC(=CC=C1)C(=O)SC1=CC=CC=C1 1-((2r,3r,4r,5r)-3,4-diacetoxy-5-(acetoxymethyl)tetrahydrofuran-2-yl)-3-((phenylthio)carbonyl)pyridin-1-ium